1-(4-bromobenzyl)cyclopentane-1-carboxylic acid ethyl ester C(C)OC(=O)C1(CCCC1)CC1=CC=C(C=C1)Br